tert-butyl (trans)-3-(aminomethyl)cyclobutylcarbamate NC[C@@H]1C[C@H](C1)NC(OC(C)(C)C)=O